Prop-2-enyl 6-[4-[4-(3-hydroxyphenyl)-3-methylbenzoyl]piperazin-1-yl]pyridazine-3-carboxylate OC=1C=C(C=CC1)C1=C(C=C(C(=O)N2CCN(CC2)C2=CC=C(N=N2)C(=O)OCC=C)C=C1)C